C(C)(C)(C)N(C(O)=O)[C@H]1C[C@H](N(CC1)C(=O)N1CC(C(CC1)CN1C(C=C(C=C1)C1=CC=CC=C1)=O)(C)C)C1=CC=CC=C1.FC(F)(F)NC1=C(C=CC=C1)I trifluoromethyl-o-iodoaniline tert-butyl-((2S,4R)-1-(3,3-dimethyl-4-((2-oxo-4-phenylpyridin-1(2H)-yl)methyl)piperidine-1-carbonyl)-2-phenylpiperidin-4-yl)carbamate